tert-Butyl N-[2-[(3-chloro-2-pyridyl)amino]-4,5-difluoro-phenyl]-N-methyl-carbamate ClC=1C(=NC=CC1)NC1=C(C=C(C(=C1)F)F)N(C(OC(C)(C)C)=O)C